OC1CN(CCC1)S(=O)(=O)C1=CC=C(C=O)C=C1 4-[(3-hydroxypiperidin-1-yl)sulfonyl]benzaldehyde